Tert-butyl-4-(4-(4-(4-phthalimidylbutyl)piperidine-1-carbonyl)phenyl)piperazine-1-carboxylate C(C)(C)(C)OC(=O)N1CCN(CC1)C1=CC=C(C=C1)C(=O)N1CCC(CC1)CCCCN1C(C=2C(C1=O)=CC=CC2)=O